1,5-diamino-2-methyl-pentane NCC(CCCN)C